Cytidin-Triphosphat P(O)(=O)(OP(=O)(O)OP(=O)(O)O)OC[C@@H]1[C@H]([C@H]([C@@H](O1)N1C(=O)N=C(N)C=C1)O)O